2-(2-chlorobenzyl)-1H-indole-1-carboxylic acid ethyl ester C(C)OC(=O)N1C(=CC2=CC=CC=C12)CC1=C(C=CC=C1)Cl